N1C=C(C=2C=NC=CC21)C(=O)N pyrrolo[3,2-c]pyridine-3-carboxamide